4-[[2,4-bis(trifluoromethyl)phenyl]methyl]piperidine (formate) C(=O)O.FC(C1=C(C=CC(=C1)C(F)(F)F)CC1CCNCC1)(F)F